C[N+]1(CCOCC1)CC N-methyl-N-ethyl-morpholinium